CS(=O)(=O)NC=1C=NC2=CC(=NC(=C2C1)OC1CCC(CC1)NC(=O)C1=NC=CC=N1)N1CCOCC1 N-((1s,4s)-4-((3-(methylsulfonamido)-7-morpholino-1,6-naphthyridin-5-yl)oxy)cyclohexyl)pyrimidine-2-carboxamide